C(C)(C)(C)OC(=O)NC(C(=O)O)(C)C 2-(tert-butoxycarbonylamino)isobutyric acid